OC(CC(C(=O)N)CCCCCCCCCC)C (2-hydroxypropyl)dodecanamide